CCCCCCCCCCCCCCCC(C(=O)N[C@@H](CO[C@H]1[C@@H]([C@H]([C@@H]([C@H](O1)CO)O)O)O)[C@@H](/C=C/CCCCCCCCCC(C)C)O)O The molecule is an N-acyl-1-O-beta-D-glucosyl-15-methylhexadecasphing-4-enine in which the acyl group has 17 carbons and 0 double bonds and is 2-hydroxylated. It derives from a 15-methylhexadecasphing-4-enine.